(R)-2-amino-2-methyldec-9-enoic acid N[C@@](C(=O)O)(CCCCCCC=C)C